1-methylcyclooctene CC1=CCCCCCC1